CC1=CC=C(C=C1)S(=O)(=O)OC1=CC(=C(C(=C1C)O)C=O)OS(=O)(=O)C1=CC=C(C=C1)C 4-formyl-5-hydroxy-6-methyl-1,3-phenylene bis(4-methylbenzenesulfonate)